2-[ETHYL(METHYL)AMINO]PROPANOIC ACID C(C)N(C(C(=O)O)C)C